5-bromo-pyridinecarbonitrile BrC=1C=CC(=NC1)C#N